acryloxyethyl-methyl-dimethoxysilane tert-butyl-(S)-4-(2,6-dichloro-5-(2-(8-chloronaphthalen-1-yl)-2-oxoethoxy)pyrimidin-4-yl)-3-methylpiperazine-1-carboxylate C(C)(C)(C)OC(=O)N1C[C@@H](N(CC1)C1=NC(=NC(=C1OCC(=O)C1=CC=CC2=CC=CC(=C12)Cl)Cl)Cl)C.C(C=C)(=O)OCC[Si](OC)(OC)C